N-(2-fluorophenyl)-2,3,6,7-tetrahydro-3-oxo-6-[3-(trifluoromethyl)phenyl]-5H-pyrrolo[1,2-a]imidazole-7-carboxamide FC1=C(C=CC=C1)NC(=O)C1C(CN2C1=NCC2=O)C2=CC(=CC=C2)C(F)(F)F